C[Mg]OCCC methyl-propoxymagnesium